trans-3-[(3,4-difluorobenzyl)oxy]cyclobutane-1-carboxylic acid FC=1C=C(CO[C@@H]2C[C@H](C2)C(=O)O)C=CC1F